[Na].[Na].C(CCCCCCCCCCCCC)(=O)N[C@@H](CCC(=O)O)C(=O)O N-myristoyl-glutamic acid disodium